tert-butyl N-{[1-(6-methoxypyridin-3-yl)-1H-1,2,4-triazol-5-yl]methyl}carbamate COC1=CC=C(C=N1)N1N=CN=C1CNC(OC(C)(C)C)=O